(R)-2-(3-(3-chloro-4-fluorophenyl)-1-(8,9-difluoro-6-oxo-1,4,5,6-tetrahydro-2H-pyrano[3,4-c]isoquinolin-1-yl)ureido)ethane-1-sulfonamide ClC=1C=C(C=CC1F)NC(N([C@H]1COCC=2NC(C=3C=C(C(=CC3C21)F)F)=O)CCS(=O)(=O)N)=O